FC1CC(N(C1)C(CC1=NN(C=C1)C)=O)C(=O)NC(C1=CC=CC=C1)C1=CC(=C(C=C1)C(C)C)F 4-fluoro-N-{[3-fluoro-4-(propan-2-yl)phenyl](phenyl)methyl}-1-[2-(1-methyl-1H-pyrazol-3-yl)acetyl]pyrrolidine-2-carboxamide